tert-butyl ((2-(3-((1r,3r)-3-fluoro-1-(4-methyl-4H-1,2,4-triazol-3-yl)cyclobutyl)phenyl)-3-oxo-7-(trifluoromethyl)isoindolin-5-yl)methyl)(1-methylcyclobutyl)carbamate FC1CC(C1)(C1=NN=CN1C)C=1C=C(C=CC1)N1CC2=C(C=C(C=C2C1=O)CN(C(OC(C)(C)C)=O)C1(CCC1)C)C(F)(F)F